5-bromo-2-(2,5-dimethyl-1H-pyrrole-1-yl)pyridine BrC=1C=CC(=NC1)N1C(=CC=C1C)C